C(N)(=O)C1=C(C(=CC(=C1)Cl)C)NC(=O)C=1N(N=C(C1)OC)C1CC1 N-(2-carbamoyl-4-chloro-6-methyl-phenyl)-2-cyclopropyl-5-methoxy-pyrazole-3-carboxamide